5-((3-Aminophenyl)amino)-3-(1H-indol-4-yl)pyridin NC=1C=C(C=CC1)NC=1C=C(C=NC1)C1=C2C=CNC2=CC=C1